(S)-8-fluoro-5-methyl-2-phenyl-1,2,3,3a-tetrahydroimidazo[1,5-a]quinoxalin-4(5H)-one FC1=CC=C2N(C([C@H]3N(C2=C1)CN(C3)C3=CC=CC=C3)=O)C